4-(2-(3,7-dimethyl-8-(methylsulfonyl)-2,6-dioxo-2,3,6,7-tetrahydro-1H-purin-1-yl)ethyl)morpholine 4-oxide CN1C(N(C(C=2N(C(=NC12)S(=O)(=O)C)C)=O)CC[N+]1(CCOCC1)[O-])=O